5-hydroxy-2-methoxy-benzaldehyde OC=1C=CC(=C(C=O)C1)OC